ethoxy-N-phenylpropaneamide C(C)OC(C(=O)NC1=CC=CC=C1)C